7-(4,4-difluoropiperidin-1-yl)-2,3-dihydrofuro[2,3-c]pyridin-5-amine FC1(CCN(CC1)C=1N=C(C=C2C1OCC2)N)F